FC1=NC(=C2N=CN(C2=N1)C1OCC1)NCC1=CC=C(C=C1)C(=O)OC 2-fluoro-6-{[4-(methoxycarbonyl)benzyl]amino}-9-(oxetan-2-yl)-9H-purine